(E)-2-(4-aminophenyl)-1-phenyldiazene-2-oxide NC1=CC=C(C=C1)\[N+](=N/C1=CC=CC=C1)\[O-]